9-bromo-5-chloro-[1,2,4]triazolo[3,4-a]2,6-naphthyridine BrC1=NC=C2C=C(N3C(C2=C1)=NN=C3)Cl